O1CC(C1)N1CCC(CC1)CC1=CC=C(N)C=C1 4-((1-(oxetan-3-yl)piperidin-4-yl)methyl)aniline